CN1C(=C(C2=CC=CC=C12)NC1=CC(=CC=C1)C(F)(F)F)C(=O)NCC1=CC=C(C(=O)O)C=C1 4-((1-Methyl-3-((3-(trifluoromethyl)phenyl)amino)-1H-indole-2-carboxamido)methyl)benzoic acid